N-((2-phenylimidazo[1,2-a]pyridin-3-yl)methyl)-N-propylpropan-1-amine C1(=CC=CC=C1)C=1N=C2N(C=CC=C2)C1CN(CCC)CCC